O1C=CC=2C1=NC=C(C2)C=2C(=NC(=CN2)CCCC(F)(F)F)N2CCC(CC2)C(=O)O 1-(3-(furo[2,3-b]pyridin-5-yl)-6-(4,4,4-trifluorobutyl)pyrazin-2-yl)piperidine-4-carboxylic acid